5-(2-bromo-4-chlorophenoxy)-1H-indole-2-carboxylic acid BrC1=C(OC=2C=C3C=C(NC3=CC2)C(=O)O)C=CC(=C1)Cl